C(C)(=O)C1=CC(=C2C=C(C3(C2=C1)CCC(CC3)(C(=O)OC)NC3=CC(=CC=C3)Cl)C[C@H](COC3=CC=NC=1CCC[C@H](C31)C)C)C methyl (1r,4R)-6'-acetyl-4-(3-chloroanilino)-4'-methyl-2'-[(2R)-2-methyl-3-{[(5R)-5-methyl-5,6,7,8-tetrahydroquinolin-4-yl]oxy}propyl]spiro[cyclohexane-1,1'-indene]-4-carboxylate